((trans)-1-cyano-4-methoxypyrrolidin-3-yl)-N-methyl-4-(1-methyl-1H-pyrazol-4-yl)benzamide C(#N)N1C[C@H]([C@@H](C1)OC)C1=C(C(=O)NC)C=CC(=C1)C=1C=NN(C1)C